O=C1NC(CCC1N1C(C2=C(C=C(C=C2C1=O)CN(C1CCN(CC1)C=1C(=CC2=C(C(C=3NC4=CC(=CC=C4C3C2=O)C#N)(C)C)C1)CC)C)F)=O)=O 8-(4-(((2-(2,6-dioxopiperidin-3-yl)-7-fluoro-1,3-dioxoisoindolin-5-yl)methyl)(methyl)amino)piperidin-1-yl)-9-ethyl-6,6-dimethyl-11-oxo-6,11-dihydro-5H-benzo[b]carbazole-3-carbonitrile